O=C1NC(CCC1N1C(C2=C3C(C(=CC=C13)NC=1C=NN(C1)C1CCN(CC1)C(=O)OC(C)(C)C)=CC=C2)=O)=O tert-Butyl 4-(4-((1-(2,6-Dioxopiperidin-3-yl)-2-oxo-1,2-dihydrobenzo[cd]indol-6-yl)amino)-1H-pyrazol-1-yl)piperidine-1-carboxylate